2-Chloro-4-[4-chloro-2-(4-methyl-1,2,4-triazol-3-yl)phenyl]-6-cyclopropylpyridine ClC1=NC(=CC(=C1)C1=C(C=C(C=C1)Cl)C1=NN=CN1C)C1CC1